O1C(=NC2=C1C=CC=C2)C2(CCN(CC2)C2=C(C(N(C1=CC=C(C=C21)F)C)=O)C#N)C 4-[4-(1,3-benzoxazol-2-yl)-4-methylpiperidin-1-yl]-6-fluoro-1-methyl-2-oxo-1,2-dihydroquinoline-3-carbonitrile